C1(=CC=CC=C1)C1=NC=NC(=N1)C1=CC=CC=C1 4,6-diphenyl-[1,3,5]triazine